carbon formate C(=O)[O-].[C+4].C(=O)[O-].C(=O)[O-].C(=O)[O-]